4-(4-methylpiperazin-1-yl)butyl-isopropylamine CN1CCN(CC1)CCCCNC(C)C